FC=1C=C(C=C(C1)F)CC#N (3,5-difluorophenyl)acetonitrile